3-[[3-(5-methyl-1,2,4-oxadiazol-3-yl)benzoyl]amino]propanoic acid CC1=NC(=NO1)C=1C=C(C(=O)NCCC(=O)O)C=CC1